[I-].C[N+](=CSC)C dimethyl-N-(methylsulfanylmethylene)-ammonium iodide